BrC1=CC=NC2=C(C=C(C=C12)CC)COC1CN(C1)C(=O)[O-] 3-((4-bromo-6-ethylquinolin-8-yl)methoxy)azetidine-1-carboxylate